4-(3-aminopropyl)-3-thiophenecarboxylic acid methyl ester COC(=O)C1=CSC=C1CCCN